CS(=O)(=O)C1=CC=C(C=C1)NCC#CC=1N(C=2C=CC=C(C2C1)NC1CCN(CC1)C)CC(F)(F)F 2-{3-[(4-methane-sulfonylphenyl)-amino]prop-1-yn-1-yl}-N-(1-methylpiperidin-4-yl)-1-(2,2,2-trifluoroethyl)-1H-indol-4-amine